CC1=C(C(=NN1C1(CCOCC1)[2H])O)[N+](=O)[O-] methyl-4-nitro-1-(tetrahydro-2H-pyran-4-yl-4-d)-1H-pyrazol-3-ol